C(C=C)C1(CC(C1)(F)F)C(=O)O 1-allyl-3,3-difluoro-cyclobutanecarboxylic acid